C(#N)C=1N=C(OC1)C1=C(C(=CC(=C1)Cl)Cl)Cl 4-cyano-2-(2,3,5-trichlorophenyl)oxazol